ClC=1C=C(C=CC1)C#C\C=C/1\C(CN(CC1)C(=O)C=1C=C(C#N)C=CC1)(C)C 3-({(4E)-4-[3-(3-chlorophenyl)prop-2-yn-1-ylidene]-3,3-dimethylpiperidin-1-yl}carbonyl)benzonitrile